1-[(2S,4R)-4-hydroxy-2-(4-methylthiazol-2-yl)pyrrolidin-1-yl]-2-(3-methoxyisoxazol-5-yl)-3-methyl-butan-1-one O[C@@H]1C[C@H](N(C1)C(C(C(C)C)C1=CC(=NO1)OC)=O)C=1SC=C(N1)C